(S)-1-(azetidin-2-yl)-N,N-dimethylamine N1[C@@H](CC1)CNC